4-(4-((1-acryloylazetidin-3-yl)oxy)phenyl)-6-(4-(4-methylpiperazin-1-yl)phenyl)pyrazolo[1,5-a]pyridine-3-carbonitrile C(C=C)(=O)N1CC(C1)OC1=CC=C(C=C1)C=1C=2N(C=C(C1)C1=CC=C(C=C1)N1CCN(CC1)C)N=CC2C#N